C1(CC1)CNC=1N=CC2=C(N1)N(C(C(=C2)C2=C(C(=CC=C2F)NS(=O)(=O)N2C[C@@H](CC2)F)F)=O)[C@@H]2C[C@H](C2)NC(OC(C)(C)C)=O trans-tert-butyl N-[3-[2-(cyclopropylmethylamino)-6-[2,6-difluoro-3-[[(3R)-3-fluoropyrrolidin-1-yl]sulfonylamino]phenyl]-7-oxopyrido[2,3-d]pyrimidin-8-yl]cyclobutyl]carbamate